N-(3-(6-(5-(trifluoromethyl)pyridin-3-yl)quinazolin-8-yl)phenyl)acrylamide FC(C=1C=C(C=NC1)C=1C=C2C=NC=NC2=C(C1)C=1C=C(C=CC1)NC(C=C)=O)(F)F